BrC1=CC=C(S1)CN(CC(=O)NCC1=CC(=CC=C1)C)C 2-(((5-Bromothiophen-2-yl)methyl)(methyl)amino)-N-(3-methylbenzyl)acetamide